tert-butyl (3-(7-(6-methyl-1,2,4,5-tetrazin-3-yl)-3-oxo-9-phenyl-1,3-dihydro-2H-pyrrolo[3,4-b]indolizin-2-yl)propyl)carbamate CC1=NN=C(N=N1)C=1C=CN2C3=C(C(=C2C1)C1=CC=CC=C1)CN(C3=O)CCCNC(OC(C)(C)C)=O